N[C@@H](C(C)C)C(=O)N[C@@H](CCCNC(N)=O)C(=O)NC1=CC(=C(C=C1)CO)CCCS(=O)(=O)O L-valyl-N5-carbamoyl-N-[4-(hydroxymethyl)-3-(3-sulfopropyl)phenyl]-L-ornithinamide